1-(difluoromethyl)cyclopropanecarboxylic acid FC(C1(CC1)C(=O)O)F